FC=1C(=C2C(=CN1)NC=C2)C=2N=C(C1=C(N2)C(=CS1)S(=O)(=O)C)N1[C@@H](COCC1)C (R)-4-(2-(5-fluoro-1H-pyrrolo[2,3-c]pyridin-4-yl)-7-(methylsulfonyl)thieno[3,2-d]pyrimidin-4-yl)-3-methylmorpholine